2-(3,4-Dihydroxybenzylidene)-6-hydroxybenzofuran-3(2H)-one OC=1C=C(C=C2OC3=C(C2=O)C=CC(=C3)O)C=CC1O